C1(=CC=CC=C1)NC1=CC=C(C=C1)N N'-phenyl-1,4-benzenediamine